(4-((2-amino-3-chloropyridin-4-yl)oxy)-3-fluorophenyl)-5-(difluoromethyl)-1-methyl-1H-pyrazole-4-carboxamide NC1=NC=CC(=C1Cl)OC1=C(C=C(C=C1)C1=NN(C(=C1C(=O)N)C(F)F)C)F